COC(C1=C(C=C(C=C1\C=C\C1CCNCC1)OC)OC)=O (E)-2,4-dimethoxy-6-[2-(piperidin-4-yl)ethenyl]benzoic acid methyl ester